5-(2-chloro-4-fluorobenzyl)-4-(2-(4,4-difluorocyclohexyl)ethyl)-2-methyl-2,4-dihydro-3H-1,2,4-triazol-3-one ClC1=C(CC=2N(C(N(N2)C)=O)CCC2CCC(CC2)(F)F)C=CC(=C1)F